N-benzyl-dec-9-en-1-imine oxide C(C1=CC=CC=C1)[N+](=CCCCCCCCC=C)[O-]